OC1=NC(=NC(=N1)Cl)Cl 6-hydroxy-2,4-dichloro-1,3,5-triazine